2-(8-methyl-7-phenylpyrido[2,3-b]pyrazin-6-yl)-3-phenylquinoxaline-6-carboxylic acid CC1=C(C(=NC2=NC=CN=C21)C2=NC1=CC=C(C=C1N=C2C2=CC=CC=C2)C(=O)O)C2=CC=CC=C2